Tert-butyl 5-(3-cyano-6-(1-methyl-1H-pyrazol-4-yl) pyrazolo[1,5-a]pyridin-4-yl)-3',6'-dihydro-[2,4'-bipyridine]-1'(2'H)-carboxylate C(#N)C=1C=NN2C1C(=CC(=C2)C=2C=NN(C2)C)C=2C=CC(=NC2)C=2CCN(CC2)C(=O)OC(C)(C)C